CN1C2=C(OC[C@@H](C1=O)NC(=O)C=1C=C3C(=CNC3=CC1)C1=C(C=CC=C1)C(F)(F)F)C=CC=C2 (S)-N-(5-methyl-4-oxo-2,3,4,5-tetrahydrobenzo[b][1,4]oxazepin-3-yl)-3-(2-(trifluoromethyl)phenyl)-1H-indole-5-carboxamide